N1(CCNCCC1)C=1C=CC=2C(N(C3=CC=CC1C23)C2C(NC(CC2)=O)=O)=O 3-[5-(1,4-diazepan-1-yl)-2-oxo-benzo[cd]indol-1-yl]piperidine-2,6-dione